COC=1C(=CC(=C(C1)N(CCO)C)[N+](=O)[O-])NC1=NC=CC(=N1)C1=CN(C2=NC=CC=C21)C 2-((5-methoxy-4-((4-(1-methyl-1H-pyrrolo[2,3-b]pyridin-3-yl)pyrimidin-2-yl)amino)-2-nitrophenyl)(methyl)amino)ethan-1-ol